5-{[(2,2-dimethylpropanoyl)amino]methyl}-N-{1-[3-methyl-4-(trifluoromethoxy)phenyl]-1H-indazol-4-yl}-2-(Trifluoromethyl)benzamide CC(C(=O)NCC=1C=CC(=C(C(=O)NC2=C3C=NN(C3=CC=C2)C2=CC(=C(C=C2)OC(F)(F)F)C)C1)C(F)(F)F)(C)C